BrC=1C=C2C(NC(=NC2=CC1)Cl)=O 6-bromo-2-chloro-3H-quinazolin-4-one